C(CCCCCCC\C=C/CCCCCCCC)(=O)OC1=CC=C(C=C1)[N+](=O)[O-] 4-nitrophenol oleate